FC1=CC=C(C(=O)NC=2C=C3C(=CNC3=CC2)C2CCN(CC2)C(C)CCC)C=C1 5-(4-fluorobenzoyl)amino-3-(1-(2-pentyl)piperidin-4-yl)-1H-indole